ClC1=C(C(=C(C(=C1S)Cl)Cl)Cl)Cl Pentachlorobenzenethiol